(E)-N-(6-methoxy-5-(4-methylpent-1-en-1-yl)pyridin-3-yl)methanesulfonamide COC1=C(C=C(C=N1)NS(=O)(=O)C)\C=C\CC(C)C